C(C)(C)(C)C=1C=C(C=C(C1O)C(C)(C)C)CCC(=O)OCCCCCCCCCCCCCCCCCC n-octadecyl β-(3,5-ditert-butyl-4-hydroxyphenyl)propionate